trans-4-(4-methyl-phenyl)-pyrrolidine-3-carboxylic acid CC1=CC=C(C=C1)[C@H]1[C@@H](CNC1)C(=O)O